C1CCC12OC(NC2)=O 5-oxa-7-azaspiro[3.4]octan-6-one